4-bromo-6-fluoro-N-(8-fluoro-7-methoxy-2-methyl-imidazo[1,2-a]pyridin-6-yl)-2-methyl-indazole-7-carboxamide BrC=1C2=CN(N=C2C(=C(C1)F)C(=O)NC=1C(=C(C=2N(C1)C=C(N2)C)F)OC)C